(R)-3-(2-ethynyl-6-methylpyridin-4-yl)-10-methyl-9,10,11,12-tetrahydro-8H-[1,4]diazepino[5',6':4,5]thieno[3,2-f]quinolin-8-one C(#C)C1=NC(=CC(=C1)C1=NC=2C=CC3=C(C2C=C1)C1=C(S3)C(N[C@@H](CN1)C)=O)C